O1COCC1 1,3-Dioxolidine